[N+](=O)([O-])C1=CC=C(C=C1)N1CCC(CC1)CN1CC2(CCN(C2)C(=O)OC(C)(C)C)CC1 tert-butyl 7-((1-(4-nitrophenyl)piperidin-4-yl)methyl)-2,7-diazaspiro[4.4]nonane-2-carboxylate